C(C)(C)(C)OC(=O)N[C@@H](C)C(=O)N[C@H](CCC(=O)OCC)C(=O)OCC Diethyl (tert-butoxycarbonyl)-L-alanyl-D-glutamate